C(C1=CC=CC=C1)(=S)SCC1=C(C=C(C(=C1)CSC(C1=CC=CC=C1)=S)CSC(C1=CC=CC=C1)=S)CSC(C1=CC=CC=C1)=S 1,2,4,5-tetrakis(thiobenzoylthiomethyl)benzene